2-[2-(4-benzo[d]isothiazol-3-yl-piperazin-1-yl)-ethyl]-3-methyl-2H-pyrrolo[1,2-a]pyrazin-1-one S1N=C(C2=C1C=CC=C2)N2CCN(CC2)CCN2C(C=1N(C=C2C)C=CC1)=O